ClC=1C=C(C=CC1C)N1C(CCC1=O)CC#N 2-(1-(3-chloro-4-methylphenyl)-5-oxopyrrolidin-2-yl)acetonitrile